tetrakis(2,4-di-t-butylphenyl) (1,1-biphenyl)-4,4'-diylbisphosphonite C1(=CC=C(C=C1)P(OC1=C(C=C(C=C1)C(C)(C)C)C(C)(C)C)OC1=C(C=C(C=C1)C(C)(C)C)C(C)(C)C)C1=CC=C(C=C1)P(OC1=C(C=C(C=C1)C(C)(C)C)C(C)(C)C)OC1=C(C=C(C=C1)C(C)(C)C)C(C)(C)C